C(CC)(C(=O)O)(C(=O)O)C(=O)O.ClC1=C(C=C(C=N1)NC(C)=O)C(F)(F)F N-(6-chloro-5-(trifluoromethyl)-3-pyridinyl)acetamide PROPANETRICARBOXYLATE